2-Fluoro-1-(5-fluoro-2-pyridyl)ethanone FCC(=O)C1=NC=C(C=C1)F